(chlorophenoxy)-1,2-propanediol ClC1=C(OC(C(C)O)O)C=CC=C1